1-Methyl-5-nitro-3-(2-phenyl-1-(trifluoromethyl)vinyl)-1H-pyrrolo[2,3-b]pyridineBenzyltriphenylphosphonium chloride [Cl-].CN1C(=C(C=2C1=NC=C(C2)[N+](=O)[O-])C(=CC2=CC=CC=C2)C(F)(F)F)C2=CC=CC=C2C[P+](C2=CC=CC=C2)(C2=CC=CC=C2)C2=CC=CC=C2